OCC1(CCOCC1)N1CC(=CC=C1)COC=1C=CC2=C(C=C(O2)C)C1 N-(4-(hydroxymethyl)tetrahydro-2H-pyran-4-yl)-2-methyl-5-(pyridin-3-ylmethoxy)benzofuran